6-(hydroxymethyl)indol-2-one OCC=1C=CC2=CC(N=C2C1)=O